C(C)(C)(C)C1=CC=C(C=C1)N(C(=O)[C@@H]1N(C[C@@H](C1)O)C#N)C(C(=O)NC1=C(C=CC=C1Cl)Cl)C=1C=NC=CC1 (2R,4R)-N-(4-tert-butylphenyl)-1-cyano-N-[2-(2,6-dichloroanilino)-2-oxo-1-(3-pyridyl)ethyl]-4-hydroxy-pyrrolidine-2-carboxamide